propylenglycol monovinyl ether C(=C)OCC(C)O